COC(C(CO)C1=CC(=C(C=C1)OC)OC)=O 3,4-dimethoxy-α-(hydroxymethyl)phenylacetic acid methyl ester